C1(CCC1)OC1=CC=CC(=N1)C1=CC(=C(C(=C1)F)CCCCC(=O)O)F 5-[4-(6-cyclobutoxy-2-pyridyl)-2,6-difluoro-phenyl]pentanoic acid